C(C)C1=C2C(=CC(=C1)O2)CC (2,6-diethyl-1,4-phenylene) ether